4-((3-bromo-5-methyl-1H-pyrazol-1-yl)methyl)-2-nitrobenzyl alcohol BrC1=NN(C(=C1)C)CC1=CC(=C(CO)C=C1)[N+](=O)[O-]